(5R)-2-methyl-5-(1-methylvinyl)-2-cyclohexen-1-one CC=1C(C[C@@H](CC1)C(=C)C)=O